(3ar,6ar)-5-((S)-2,2-dimethyl-1,3-dioxol-4-yl)-2,2-dimethyl-3a,6a-dihydrofuro[2,3-d][1,3]dioxol-6-yl acetate C(C)(=O)OC1=C(O[C@@H]2OC(O[C@@H]21)(C)C)C=2OC(OC2)(C)C